(S)-N-(4-(7-methoxy-6-((tetrahydrofuran-2-yl)oxy)quinazolin-4-yl)phenyl)-2-(4-(trifluoromethyl)phenyl)acetamide COC1=C(C=C2C(=NC=NC2=C1)C1=CC=C(C=C1)NC(CC1=CC=C(C=C1)C(F)(F)F)=O)O[C@@H]1OCCC1